FC1=C2C(=NC=3N(C2=CC=C1)C(=NN3)C)N3CCOCC1=C3C=CC=C1 1-(6-fluoro-1-methyl-[1,2,4]triazolo[4,3-a]Quinazolin-5-yl)-3,5-dihydro-2H-4,1-benzoxazepine